CC1=C(C(=O)C=2C=C3C=4C=C(C=CC4N(C3=CC2)CC)C(=NO)C=2C=CC=3N(C4=CC=C(C=C4C3C2)C(C2=C(C=CC=C2)C)=O)CC)C=CC=C1 (6-o-methylbenzoyl-N-ethylcarbazole-3-yl) ketoxime